ClC=1C(=C(C(=O)O)C=CC1)NC1=C(C=NC2=CC=C(C=C12)Cl)N1CCSCC1 chloro-2-[(6-chloro-3-thiomorpholino-4-quinolyl)amino]benzoic acid